NC1=C(C(N(C(N1C)=O)C)=O)N=O 6-amino-5-nitroso-1,3-dimethyluracil